6-(5-methyl-1-(1-(methyl-L-prolyl)piperidin-4-yl)-1H-pyrazol-4-yl)-4-(pyridin-2-ylthio)pyrazolo[1,5-a]pyridine-3-carbonitrile CC1=C(C=NN1C1CCN(CC1)C([C@H]1N(CCC1)C)=O)C=1C=C(C=2N(C1)N=CC2C#N)SC2=NC=CC=C2